(2S,5R)-1-((3,5-difluoropyridin-2-yl)methyl-d2)-2,5-dimethylpiperazine FC=1C(=NC=C(C1)F)C(N1[C@H](CN[C@@H](C1)C)C)([2H])[2H]